tris[2-(dimethylamino)ethyl]diethylenetriamine CN(CCC(N(CCN(C)C)CCN(C)C)CNCCN)C